CC=1C=2CN(CC2N=C2COCC12)C(=O)[C@H]1CN(CC1)C1=CC(=NC=C1)C(F)(F)F (8-Methyl-5,7-dihydro-1H,3H-2-oxa-4,6-diaza-s-indacen-6-yl)-[1-(2-trifluoromethyl-pyridin-4-yl)-pyrrolidin-3(R)-yl]-methanone